FC(C1=CC=C(C=C1)C12CCN(CC2C1)C(=O)C1CC2(C1)NC(OC2)=O)(F)F (rac)-(2s,4s)-2-(6-(4-(Trifluoromethyl)phenyl)-3-azabicyclo[4.1.0]heptan-3-carbonyl)-7-oxa-5-azaspiro[3.4]octan-6-on